ClCC(=O)NNC(=O)C1=NC=C(C=C1)C1CN(CC1)C(=O)OC(C)(C)C 2-methylpropan-2-yl 3-(2-{[2-(2-chloroacetyl)diazanyl]carbonyl}pyridin-5-yl)tetrahydropyrrole-1-carboxylate